C(C)(=O)OC(C(CC(/C=C(/C=C/CCC(CC(=O)O)O)\C)C)C)C(CC)C (6E,8E)-13-acetoxy-3-hydroxy-8,10,12,14-tetramethylhexadeca-6,8-dienoic acid